(4-(benzo[d]thiophen-2-yl)phenyl)dimethylsulfonium triflate [O-]S(=O)(=O)C(F)(F)F.S1C(=CC2=C1C=CC=C2)C2=CC=C(C=C2)[S+](C)C